2-((4-(7-(((2S,5R)-5-(ethylsulfonamido)tetrahydro-2H-pyran-2-yl)methyl)-2,7-diazaspiro[3.5]nonan-2-yl)pyrimidin-5-yl)oxy)-5-fluoro-N-isopropyl-N-((R)-tetrahydrofuran-3-yl)benzamide C(C)S(=O)(=O)N[C@@H]1CC[C@H](OC1)CN1CCC2(CN(C2)C2=NC=NC=C2OC2=C(C(=O)N([C@H]3COCC3)C(C)C)C=C(C=C2)F)CC1